ClC1=CC(=CC=2N=C(OC21)C=2C(=C(C=CC2)C2=C(C(=CC=C2)NC(C2=NC=C(C=C2)CNCCO)=O)Cl)C)CN2[C@@H](CCCC2)C(=O)O (S)-1-((7-chloro-2-(2'-chloro-3'-(5-(((2-hydroxyethyl)amino)methyl)picolinamido)-2-methyl-[1,1'-biphenyl]-3-yl)benzo[d]oxazol-5-yl)methyl)piperidine-2-carboxylic acid